FC1=C(C=C(C[C@@H](C(=O)NO)CCCCN[C@H](CC)C2=NC=C(C=C2)F)C=C1C)C (S)-2-(4-fluoro-3,5-dimethylbenzyl)-6-(((R)-1-(5-fluoropyridin-2-yl)propyl)amino)-N-hydroxyhexanamide